C(C)(C)C1=C(C=CC=C1)[NH+](CCCCCCCCCCCCCCCCCC)CCCCCCCCCCCCCCCCCC 2-isopropyl-N,N-dioctadecylbenzenaminium